C(O[C@H](CC)OCC([C@H](C[C@H]1C(NCC1)=O)NC([C@@H](NC(=O)C=1NC2=CC=CC(=C2C1)OC)CC(C)C)=O)=O)(OC)=O (1R)-1-({(3S)-3-({N-[(4-methoxy-1H-indol-2-yl)carbonyl]-L-leucyl}amino)-2-oxo-4-[(3S)-2-oxopyrrolidin-3-yl]butyl}oxy)propyl methyl carbonate